O[C@]1(CN(CC1)C1=C(C=C(C=C1)C(F)(F)F)NC(=O)C=1OC(=CC1)C1CCOCC1)C (R)-N-(2-(3-hydroxy-3-methylpyrrolidin-1-yl)-5-(trifluoromethyl)phenyl)-5-(tetrahydro-2H-pyran-4-yl)furan-2-carboxamide